3-((5-chloro-2-((2-(difluoromethoxy)-4-(4-(4-methyl-1,4-diazepan-1-yl)piperidin-1-yl)phenyl)amino)pyrimidin-4-yl)amino)thiophene-2-carboxamide ClC=1C(=NC(=NC1)NC1=C(C=C(C=C1)N1CCC(CC1)N1CCN(CCC1)C)OC(F)F)NC1=C(SC=C1)C(=O)N